3-[1-[[3,5-bis(trifluoromethyl)benzoyl]amino]ethyl]-N-ethyl-N-methyl-pyrazine-2-carboxamide FC(C=1C=C(C(=O)NC(C)C=2C(=NC=CN2)C(=O)N(C)CC)C=C(C1)C(F)(F)F)(F)F